C(C)OC(=O)C1=CNC(=C1)C(=O)N(C)CC(OC)OC 5-((2,2-Dimethoxyethyl)(methyl)aminocarbonyl)-1H-pyrrole-3-carboxylic acid ethyl ester